methyl 3-amino-3-(5-(2,6-dimethylphenyl)pyridin-3-yl)propanoate hydrochloride Cl.NC(CC(=O)OC)C=1C=NC=C(C1)C1=C(C=CC=C1C)C